6-((2-amino-3-chloropyridin-4-yl)thio)-N-(3-(aminomethyl)tetrahydrofuran-3-yl)pyrido[2,3-b]pyrazin-2-amine NC1=NC=CC(=C1Cl)SC=1C=CC=2C(=NC=C(N2)NC2(COCC2)CN)N1